CC=1C=C(N)C=CC1N1[C@@H]2COC[C@H]1CC2 3-methyl-4-[(1S,5R)-3-oxa-8-azabicyclo[3.2.1]octan-8-yl]aniline